DI-oxygen O=O